COC=1C=C(C=CC1)C=1C=C2C=CNC2=CC1 5-(3-methoxyphenyl)indole